rac-N-[(6S,7R)-2-ethyl-7-({[1-(pyrimidin-2-yl)piperidin-4-yl]oxy}methyl)-4,5,6,7-tetrahydropyrazolo[1,5-a]pyridin-6-yl]ethanesulfonamide C(C)C1=NN2C(CC[C@@H]([C@@H]2COC2CCN(CC2)C2=NC=CC=N2)NS(=O)(=O)CC)=C1 |r|